N-(2-oxo-3-(4-oxo-quinazolin-3(4H)-yl)propyl)-2-(4-phenylpiperazin-1-yl)acetamide O=C(CNC(CN1CCN(CC1)C1=CC=CC=C1)=O)CN1C=NC2=CC=CC=C2C1=O